C1(CC1)C1=NC=NC(=C1C=1N=CC=2OCCN(C2N1)CC1=CC=C(C=C1)C=1N(C=C(N1)C(F)(F)F)C(C)C)OC 2-(4-cyclopropyl-6-methoxypyrimidin-5-yl)-8-(4-(1-isopropyl-4-(trifluoromethyl)-1H-imidazol-2-yl)benzyl)-7,8-dihydro-6H-pyrimido[5,4-b][1,4]oxazine